[N+](=O)([O-])C1=CC(=C(C=C1)C(C)O)C(F)(F)F 1-[4-Nitro-2-(trifluoromethyl)phenyl]ethanol